FC1=CC=C2CCCC(C2=C1)CN1C=NC(=C1)C1=NC=CC(=C1)C=1N=NNC1C(F)(F)F 2-{1-[(7-fluoro-1,2,3,4-tetrahydronaphthalen-1-yl)methyl]-1H-imidazol-4-yl}-4-[5-(trifluoromethyl)-1H-1,2,3-triazol-4-yl]pyridine